C(C)NC1=NC(=NC(=N1)NCC)Cl 2,4-bis(ethylamino)-6-chloro-1,3,5-triazine